C1=CC=CC2=C1C(=NC1=C(O2)C=CC=C1)N1CCN(CC1)CC(C(=O)O)(C)C 3-(4-(dibenzo[b,f][1,4]oxazepin-11-yl)piperazin-1-yl)-2,2-dimethylpropionic acid